phenylmethylenebis(triphenylhexylphosphonium) C1(=CC=CC=C1)C([PH2+]CCCCCC(C1=CC=CC=C1)(C1=CC=CC=C1)C1=CC=CC=C1)[PH2+]CCCCCC(C1=CC=CC=C1)(C1=CC=CC=C1)C1=CC=CC=C1